2-[6-(Ethylamino)-2-fluoropyridin-3-yl]-N-[(3S)-2-oxo-5-phenyl-1,3-dihydro-1,4-benzo-diazepin-3-yl]pyrazolo-[1,5-a]pyrimidine-3-carboxamide C(C)NC1=CC=C(C(=N1)F)C1=NN2C(N=CC=C2)=C1C(=O)N[C@@H]1C(NC2=C(C(=N1)C1=CC=CC=C1)C=CC=C2)=O